methyl (2S)-2-amino-2-[(3R)-1-methylpyrrolidin-3-yl]acetate N[C@H](C(=O)OC)[C@H]1CN(CC1)C